C(C)N1C(=NC=2C1=NC(=CC2)C=2C=CN1N=C(N=CC12)NCC(C(F)(F)F)(C)C)C 5-(3-ethyl-2-methyl-3H-imidazo[4,5-b]pyridin-5-yl)-N-(3,3,3-trifluoro-2,2-dimethylpropyl)pyrrolo[2,1-f][1,2,4]triazin-2-amine